[Br-].CC(C(=O)OCCCC[P+](C1=CC=CC=C1)(C1=CC=CC=C1)C1=CC=CC=C1)(C)C [4-(trimethylacetoxy)butyl]triphenylphosphonium bromide